FC1=C(C(=CC=C1)OC)C(CCCCC)O 1-(2-fluoro-6-methoxyphenyl)hexan-1-ol